C(C)(C)(C)C=1C=C(C=C(C1)C)C 5-t-butyl-meta-xylene